7-hydroxy-8-(4-methyl-1-piperazinylmethyl)-3-acetylcoumarin oxime OC1=CC=C2C=C(C(OC2=C1CN1CCN(CC1)C)=NO)C(C)=O